FC(C=1C=CC(=NC1)C(=O)N1CCC(CC1)CCCCNC(=O)C1=CC=2C(=CN=CC2)S1)(F)F N-[4-(1-{[5-(trifluoromethyl)pyridin-2-yl]carbonyl}piperidin-4-yl)butyl]thieno[2,3-c]pyridine-2-carboxamide